FC1=C(C=C(C=C1)F)[C@@H]1N(CCC1)C1=CC=C(C(=N1)NC(=O)NCC1=CC(=CC=C1)F)[N+](=O)[O-] (R)-6-(2-(2,5-Difluorophenyl)pyrrolidin-1-yl)-3-nitro-2-(3-(3-fluorobenzyl)ureido)pyridine